P(=O)(OC1(CC1)[C@H]1O[C@H](C[C@@H]1O)N1C(NC(C(=C1)F)=O)=O)(O)O 1-((2S,3S,5R)-5-(5-fluoro-2,4-dioxo-3,4-dihydropyrimidin-1(2H)-yl)-3-hydroxytetrahydrofuran-2-yl)cyclopropyl dihydrogen phosphate